2-(3-((R)-1-(((S)-1-(4-(acryloyloxy)-3,3-dimethyl-2-oxobutanoyl)piperidine-2-carbonyl)oxy)-3-(2,3,4-trimethoxyphenyl)propyl)phenoxy)acetic acid C(C=C)(=O)OCC(C(C(=O)N1[C@@H](CCCC1)C(=O)O[C@H](CCC1=C(C(=C(C=C1)OC)OC)OC)C=1C=C(OCC(=O)O)C=CC1)=O)(C)C